benzo[d]imidazo[2,1-b]thiazol-7-carboxamide N=1C=CN2C1SC1=C2C=CC(=C1)C(=O)N